FC=1C=2N(C=CC1)N=C(C2)[C@H]2N(CCC1=C2N=CN1)C(=O)C=1OC(=NN1)C1=CC=NC=C1 (S)-(4-(4-fluoropyrazolo[1,5-a]pyridin-2-yl)-6,7-dihydro-1H-imidazo[4,5-c]pyridin-5(4H)-yl)(5-(pyridin-4-yl)-1,3,4-oxadiazol-2-yl)methanone